C(#N)C1=C(C=CC(=C1)C(F)(F)F)N1CCC(CC1)(C(=O)NC[C@@H]1N(CC1)C)C=1C=NC(=CC1)C1=C(C=CC=C1)OC 1-[2-cyano-4-(trifluoromethyl)phenyl]-4-[6-(2-methoxyphenyl)pyridin-3-yl]-N-{[(2R)-1-methylazetidin-2-yl]methyl}piperidine-4-carboxamide